4-epoxycarene C123C(C(C=CC1C2(C)C)C)O3